N6-[(2R)-2-amino-2-phenyl-ethyl]-1-methyl-N4-(3-methylcyclobutyl)pyrazolo[3,4-d]pyrimidine-4,6-diamine N[C@@H](CNC1=NC(=C2C(=N1)N(N=C2)C)NC2CC(C2)C)C2=CC=CC=C2